2-methoxyphenyl 3-((2-oxo-2-((2-(phenylthio)phenyl)amino)ethyl)amino)benzoate O=C(CNC=1C=C(C(=O)OC2=C(C=CC=C2)OC)C=CC1)NC1=C(C=CC=C1)SC1=CC=CC=C1